C(C1=CC=CC=C1)(=O)C1=CC=C(C(=O)NCC(=O)N2[C@@H](C[C@H](C2)OC(F)F)C(=O)OC)C=C1 methyl (2S,4R)-1-((4-benzoylbenzoyl)glycyl)-4-(difluoromethoxy)pyrrolidine-2-carboxylate